N-t-butoxycarbonyl-D-prolinol C(C)(C)(C)OC(=O)N1[C@H](CCC1)CO